3,3,5-Trimethyl-N-(1-(naphthalen-1-yl)cyclopropyl)-2-oxoindoline-6-carboxamide CC1(C(NC2=CC(=C(C=C12)C)C(=O)NC1(CC1)C1=CC=CC2=CC=CC=C12)=O)C